butoxycarbonyl-N-[4-cyano-2-[(1S)-2,2,2-trifluoro-1-methyl-ethyl]pyrazol-3-yl]carbamate C(CCC)OC(=O)N(C([O-])=O)C=1N(N=CC1C#N)[C@H](C(F)(F)F)C